FC12CC(C1)(C2)NC(=O)NC(CO)C2=CC(=NC=C2)OCC(F)(F)F 1-(3-fluoro-1-bicyclo[1.1.1]pentanyl)-3-[2-hydroxy-1-[2-(2,2,2-trifluoro-ethoxy)pyridin-4-yl]ethyl]urea